[N+](=O)([O-])Cl nitrylchloride